O=C(CCC(=O)O)OCC(CCCCCCCC)CCCCC 4-oxo-4-((2-pentyldecyl)oxy)butanoic acid